C12CNCC(N1C(=O)[O-])C2 3,6-Diazabicyclo[3.1.1]heptane-6-carboxylate